O(CC)[Si](C1=CC=CC=C1)(OCC)OCC triethoxylphenyl-silane